FC1=CC=C(C=C1)C=1C(C(=CN(C1C)C)C(=O)O)=O 5-(4-fluorophenyl)-1,6-dimethyl-4-oxo-1,4-dihydropyridine-3-carboxylic acid